3-((1r,4r)-4-hydroxycyclohexyl)-8-(pyridin-3-yl)-6-(4-(trifluoromethyl)phenyl)pyrido[3,4-d]pyrimidin-4(3H)-one OC1CCC(CC1)N1C=NC2=C(C1=O)C=C(N=C2C=2C=NC=CC2)C2=CC=C(C=C2)C(F)(F)F